C(C)(C)(C)OC(=O)NCC(C(C(=O)OCC)=C)O ethyl 4-((tert-butoxycarbonyl)amino)-3-hydroxy-2-methylenebutanoate